2-dicyclohexylphosphino-3,6-dimethoxy-2',4',6'-tri-i-propyl-1,1'-biphenyl C1(CCCCC1)P(C1=C(C(=CC=C1OC)OC)C1=C(C=C(C=C1C(C)C)C(C)C)C(C)C)C1CCCCC1